(5S,8R)-N-(2,4-dichloro-6-fluorobenzyl)-5-fluoro-8-hydroxy-8-(hydroxymethyl)-5,6,7,8-tetrahydroquinoline-5-carboxamide ClC1=C(CNC(=O)[C@]2(C=3C=CC=NC3[C@](CC2)(CO)O)F)C(=CC(=C1)Cl)F